COC=1C=CC(=C(C1)NC1=CC=C(C=C1)N)N (5-methoxy-2-amino-phenyl)-(4-amino-phenyl)-amine